(6-(3,5-dimethylisoxazol-4-yl)-2-(1-(2-hydroxyethyl)-1H-pyrazol-4-yl)Quinazolin-4-yl)piperidine-4-carboxylic acid CC1=NOC(=C1C=1C=C2C(=NC(=NC2=CC1)C=1C=NN(C1)CCO)N1CCC(CC1)C(=O)O)C